1-(3-methoxyphenyl)-2-(4-(m-tolyl)piperazin-1-yl)ethan-1-one COC=1C=C(C=CC1)C(CN1CCN(CC1)C=1C=C(C=CC1)C)=O